(S)-(7-bromo-5-methyl-4-oxo-2,3,4,5-tetrahydropyrido[3,2-b][1,4]oxazepin-3-yl)carbamic acid tert-butyl ester C(C)(C)(C)OC(N[C@@H]1C(N(C2=C(OC1)C=CC(=N2)Br)C)=O)=O